(2S,3R)-2-aminohexadecane-1,3-diol N[C@@H](CO)[C@@H](CCCCCCCCCCCCC)O